ClC1=NC=2CC(CCC2C(=N1)N1C[C@@H](N(CC1)C(=O)OCC1=CC=CC=C1)CC#N)=O Benzyl (S)-4-(2-chloro-7-oxo-5,6,7,8-tetrahydroquinazolin-4-yl)-2-(cyanomethyl)piperazine-1-carboxylate